2',6'-dimethoxy-2-(dicyclohexylphosphino)biphenyl COC1=C(C(=CC=C1)OC)C1=C(C=CC=C1)P(C1CCCCC1)C1CCCCC1